2-[4-[4-[3,5-difluoro-4-(trifluoromethoxy)phenyl]-3-fluorophenyl]cyclohex-3-en-1-yl]-5-propyl-tetrahydropyran FC=1C=C(C=C(C1OC(F)(F)F)F)C1=C(C=C(C=C1)C1=CCC(CC1)C1OCC(CC1)CCC)F